bis(ethynyl)(1,5-cyclooctadiene) platinum [Pt].C(#C)C1=C(CCC=CCC1)C#C